C1(CC1)COC1=CC=CC=N1 6-cyclopropylmethoxy-pyridin